N[C@@H](CC1=CNC=N1)C(=O)O E-histidine